(S)-3-(4-Fluoro-1H-pyrazol-1-yl)-2-hydroxy-2-methyl-N-(4-nitro-3-(trifluoromethyl)phenyl)-propanamide FC=1C=NN(C1)C[C@](C(=O)NC1=CC(=C(C=C1)[N+](=O)[O-])C(F)(F)F)(C)O